CSC(C#CC(C)(N(CCOC1OCCCC1)C)C)=O 4-methyl-4-(methyl-(2-((tetrahydro-2H-pyran-2-yl)oxy)ethyl)amino)pent-2-ynethioic acid S-methyl ester